ClC=1C(=C(NC2=NC=NC3=CC(=C(C=C23)N2[C@@H]3CN([C@H](C2)C3)C(=O)OC(C)(C)C)F)C=CC1OCC1CC1)F tert-butyl (1S,4S)-5-[4-[3-chloro-4-(cyclopropylmethoxy)-2-fluoro-anilino]-7-fluoro-quinazolin-6-yl]-2,5-diazabicyclo[2.2.1]heptane-2-carboxylate